FC=1C=C2C(N(C(=NC2=C(C1)C(C)O)N1CCN(CC1)CC(F)(F)F)C)=O 6-fluoro-8-(1-hydroxyethyl)-3-methyl-2-(4-(2,2,2-trifluoroethyl)piperazin-1-yl)quinazolin-4(3H)-one